1-[3-hydroxy-3-(trifluoromethyl)pyrrolidin-1-yl]prop-2-en-1-one OC1(CN(CC1)C(C=C)=O)C(F)(F)F